C(C1=CC=CC=C1)S(=O)(=O)NC(=O)C1=NN=C(N1C1=C(C=CC=C1Cl)Cl)C1=NC(=CC=C1)OC N-(benzylsulfonyl)-4-(2,6-dichlorophenyl)-5-(6-methoxypyridin-2-yl)-4H-1,2,4-triazole-3-carboxamide